(S)-4-methyl-2-(5-methyl-3-(2-(3-(fluoromethyl)azetidin-1-yl)ethyl)-6-oxopyridazin-1(6H)-yl)pentanoic acid CC(C[C@@H](C(=O)O)N1N=C(C=C(C1=O)C)CCN1CC(C1)CF)C